(E)-4-ethoxy-2-oxobut-3-enoic acid methyl ester COC(C(\C=C\OCC)=O)=O